ClCC1=NC=C(C(=C1C)[N+](=O)[O-])C 2-chloromethyl-3,5-dimethyl-4-nitropyridine